1-cyclopropyl-3-(8-(methylamino)-5-(5-morpholinobenzo[d]oxazol-2-yl)-2,7-naphthyridin-3-yl)urea C1(CC1)NC(=O)NC=1N=CC2=C(N=CC(=C2C1)C=1OC2=C(N1)C=C(C=C2)N2CCOCC2)NC